(R)-N-(2-(1-(3-chloro-4-((3,5-difluoropyridin-2-yl)methoxy-d2)-5',6-dimethyl-2-carbonyl-2H-[1,4'-bipyridine]-2'-yl)-4-fluoro-1H-pyrazol-3-yl)propan-2-yl)acetamide-2,2,2-d3 ClC=1C(N(C(=CC1OC([2H])([2H])C1=NC=C(C=C1F)F)C)C1=CC(=NC=C1C)N1N=C(C(=C1)F)C(C)(C)NC(C([2H])([2H])[2H])=O)=C=O